4-((3S,4S)-3-fluoropiperidin-4-yl)phenol hydrochloride Cl.F[C@@H]1CNCC[C@H]1C1=CC=C(C=C1)O